6-(4-(5-formylpyridin-2-yl)indolin-1-yl)-N-((1R,2R)-2-methoxycyclobutyl)-8-(methylamino)imidazo[1,2-b]pyridazine-3-carboxamide C(=O)C=1C=CC(=NC1)C1=C2CCN(C2=CC=C1)C=1C=C(C=2N(N1)C(=CN2)C(=O)N[C@H]2[C@@H](CC2)OC)NC